C(C)(C)(C)NC(CN(C)C=1C2=C(N=C(N1)C1=NC=CC(=C1)F)SC(=C2C)C)=O N-(tert-butyl)-2-((2-(4-fluoropyridin-2-yl)-5,6-dimethylthieno[2,3-d]pyrimidin-4-yl)(methyl)amino)acetamide